3'-Galactosyl-lactose C1([C@H](O)[C@@H](O)[C@@H](O)[C@H](O1)CO)[C@]1([C@H]([C@H](O[C@H]2[C@@H]([C@H](C(O)O[C@@H]2CO)O)O)O[C@@H]([C@@H]1O)CO)O)O